3-(benzyloxy)-2-fluoropyridine C(C1=CC=CC=C1)OC=1C(=NC=CC1)F